2-(3-methoxyphenoxy)-1-(4-phenoxypiperidin-1-yl)ethan-1-one COC=1C=C(OCC(=O)N2CCC(CC2)OC2=CC=CC=C2)C=CC1